CC([C@@H](C(=O)OC(C)(C)C)N(C(=O)[C@@H]1CNCC1)C)C (S)-tertbutyl 3-methyl-2-((S)-N-methylpyrrolidine-3-carboxamido)butanoate